5-AMINO-2-IODOBENZALDEHYDE NC=1C=CC(=C(C=O)C1)I